ClC1=CC=C(OC2=CC(=C(C=C2)C(CN2N=CN=C2)(CC)O)C(F)(F)F)C=C1 2-[4-(4-chlorophenoxy)-2-(trifluoro-methyl)phenyl]-1-(1H-1,2,4-triazol-1-yl)butan-2-ol